methyl (E)-2-[2-(3-isopropyl-oxyphenoxy)phenyl]-3-methoxyacrylate C(C)(C)OC=1C=C(OC2=C(C=CC=C2)/C(/C(=O)OC)=C\OC)C=CC1